ClC=1C=C(C=2N(N1)C(=CN2)C2=CSC=C2)NCC2=NC1=C(N2)C(=CC=C1)Cl 6-chloro-N-((7-chloro-1H-benzo[d]imidazol-2-yl)methyl)-3-(thiophen-3-yl)imidazo[1,2-b]pyridazin-8-amine